1,5,8,12-tetrakis[4,6-bis{N-(2,2,6,6-tetramethyl-4-piperidyl)butylamino}-1,3,5-triazin-2-yl]-1,5,8,12-tetraazadodecane CC1(NC(CC(C1)CCCCNC1=NC(=NC(=N1)NCCCCC1CC(NC(C1)(C)C)(C)C)NCCCN(CCN(CCCNC1=NC(=NC(=N1)NCCCCC1CC(NC(C1)(C)C)(C)C)NCCCCC1CC(NC(C1)(C)C)(C)C)C1=NC(=NC(=N1)NCCCCC1CC(NC(C1)(C)C)(C)C)NCCCCC1CC(NC(C1)(C)C)(C)C)C1=NC(=NC(=N1)NCCCCC1CC(NC(C1)(C)C)(C)C)NCCCCC1CC(NC(C1)(C)C)(C)C)(C)C)C